1,1-distyryl-ethylene C(=CC1=CC=CC=C1)C(=C)C=CC1=CC=CC=C1